C(C=C)OC1OO1 allyloxy(dioxirane)